3-(ethylamino)-5-{2-[2-(4-methoxy-2,3-dimethylbenzenesulfonamido)-phenyl]ethynyl}pyridine-2-carboxylic acid C(C)NC=1C(=NC=C(C1)C#CC1=C(C=CC=C1)NS(=O)(=O)C1=C(C(=C(C=C1)OC)C)C)C(=O)O